N=1C=C(N2N=CC=CC21)NC(=O)C2=CC1=CN(N=C1C=C2OC)C2CCC(CC2)N(C(C)=O)C N-(Imidazo[1,2-b]pyridazin-3-yl)-6-methoxy-2-((1r,4r)-4-(N-methylacetamido)cyclohexyl)-2H-indazole-5-carboxamide